2-(4-(4,4,5,5-tetramethyl-1,3,2-dioxaborolan-2-yl)butyl)piperidine-1,2-dicarboxylic acid 2-benzyl 1-(tert-butyl) ester C(C)(C)(C)OC(=O)N1C(CCCC1)(C(=O)OCC1=CC=CC=C1)CCCCB1OC(C(O1)(C)C)(C)C